FC(C(=O)NCC=1C=C(C(C(=O)O)=CC1)[2H])(F)F 4-((2,2,2-trifluoroacetylamino)methyl)benzoic acid-2-d